ClC=1C=C(C=CC1NS(=O)(=O)CCC)C1=C2C(=NC(=C1)NC(=O)C1CC1)NC=C2 N-(4-(3-chloro-4-(propylsulfonylamino)phenyl)-1H-pyrrolo[2,3-b]pyridin-6-yl)cyclopropylcarboxamide